4-(3-amino-1-methyl-4-(4-nitrophenyl)-1H-pyrazolo[3,4-b]pyridin-6-yl)piperazin-2-one NC1=NN(C2=NC(=CC(=C21)C2=CC=C(C=C2)[N+](=O)[O-])N2CC(NCC2)=O)C